S1C(=NC2=C1C=CC=C2)NC(=O)N2CCCC1=CC=C(C=C21)C2=CC=CC(=N2)C(=O)O 6-[1-(1,3-benzothiazol-2-ylcarbamoyl)-1,2,3,4-tetrahydroquinolin-7-yl]pyridine-2-carboxylic acid